C=CCCCCCCCCCCCCCCCCCCCC 1-docosaen